NC1(CCC(CC1)OC=1C=CC2=C(\C(\C(C=3C(=NC=NC23)N)(C)C)=N/OCCOC)C1)C (6Z)-8-(cis-4-amino-4-methyl-cyclohexyloxy)-6-(2-methoxyethoxyimino)-5,5-dimethyl-benzo[h]quinazolin-4-amine